9-((2R,3R,4S,5R)-3,4-dihydroxy-5-(hydroxymethyl)tetrahydrofuran-2-yl)-1-((2-methoxyethoxy)methyl)-1,9-dihydro-6H-purin-6-one O[C@H]1[C@@H](O[C@@H]([C@H]1O)CO)N1C=2N=CN(C(C2N=C1)=O)COCCOC